COC1=CC(=CC2=C1C(=NO2)NS(=O)(=O)C2=CC(=CC(=C2)C)C)CN2N=CC=C2 N-{4-methoxy-6-[(1H-pyrazol-1-yl)methyl]-1,2-benzoxazol-3-yl}-3,5-dimethylbenzene-1-sulfonamide